OCCCC(=O)NCCC[SiH3] N-(4-hydroxybutyryl)-gamma-aminopropyl-silane